CC1=CN=C(S1)C=1C2=C(N=C(N1)N1[C@H](CC1)C)CCC2 5-methyl-2-[2-[(2S)-2-methylazetidin-1-yl]-6,7-dihydro-5H-cyclopenta[d]pyrimidin-4-yl]thiazole